FC(C(=O)O)(F)F.C(C)(=O)C=1C=C(C=C2CN(C(C12)=O)[C@@H](C)C1CC1)C1=CN=C2C(=NC=NN21)N (S)-7-Acetyl-5-(4-aminoimidazo[2,1-f][1,2,4]triazin-7-yl)-2-(1-cyclopropylethyl)isoindolin-1-one trifluoroacetate salt